NC1=CC(=C(N=N1)C(C(F)(F)F)(C)O)OC 2-(6-amino-4-methoxy-pyridazin-3-yl)-1,1,1-trifluoro-propan-2-ol